1-(2-(methylsulfonyl)ethyl)-2-((6-(trifluoromethoxy)benzo[d]oxazol-2-yl)amino)-1H-benzo[d]imidazole-5-carboxylic acid ethyl ester C(C)OC(=O)C1=CC2=C(N(C(=N2)NC=2OC3=C(N2)C=CC(=C3)OC(F)(F)F)CCS(=O)(=O)C)C=C1